3-[4-(1-{4-[4-(3-{4-chloro-3-cyclopropyl-1H-pyrrolo[2,3-b]pyridin-3-yl}phenyl)-3-oxopiperazin-1-yl]butyl}piperidin-4-yl)phenyl]piperidine-2,6-dione ClC1=C2C(=NC=C1)NCC2(C2CC2)C=2C=C(C=CC2)N2C(CN(CC2)CCCCN2CCC(CC2)C2=CC=C(C=C2)C2C(NC(CC2)=O)=O)=O